N-(3-(5-methyl-2-(phenylamino)pyrimidin-4-ylamino)phenyl)propionamide CC=1C(=NC(=NC1)NC1=CC=CC=C1)NC=1C=C(C=CC1)NC(CC)=O